n-propyl α-propanoyloxyisobutyrate C(CC)(=O)OC(C(=O)OCCC)(C)C